2-(3-((1-methyl-9-(1,2,3,6-tetrahydropyridin-4-yl)-6,7-dihydro-5H-benzo[c][1,2,3]triazolo[1,5-a]azepin-7-yl)amino)phenyl)acetic acid CC=1N=NN2C1C1=C(C(CC2)NC=2C=C(C=CC2)CC(=O)O)C=C(C=C1)C=1CCNCC1